3-((2-(1-(5-(2-phenylacetylamino)-1,3,4-thiadiazol-2-yl)piperidin-4-yl)ethoxy)methyl)benzoic acid C1(=CC=CC=C1)CC(=O)NC1=NN=C(S1)N1CCC(CC1)CCOCC=1C=C(C(=O)O)C=CC1